3-chloro-5-fluoro-2-(4-fluorophenyl)pyridine-4-carboxylic acid methyl ester COC(=O)C1=C(C(=NC=C1F)C1=CC=C(C=C1)F)Cl